4-chloro-7-cyclopropyl-1-(2,4-difluorophenyl)pyrazolo[3,4-b]pyridin-6-one ClC=1C2=C(N(C(C1)=O)C1CC1)N(N=C2)C2=C(C=C(C=C2)F)F